1-butoxy-3-(2,2-dimethylaziridin-1-yl)propan-2-ol C(CCC)OCC(CN1C(C1)(C)C)O